C1(=CC=CC=C1)C=1C(=NC2=CC=CC=C2N1)C1=CC=C(C=C1)B(O)O 4-(3-phenylquinoxalin-2-yl)phenylboronic acid